3-p-mentha-1,8-dien-3-yl-6-propyl-beta-resorcylic acid C1(=CC(C(CC1)C(=C)C)C1=C(C(C(=O)O)=C(C=C1O)CCC)O)C